1-methylene-1,3-dihydrospiro[indene-2,4'-piperidine]-1'-carboxylic acid tert-butyl ester C(C)(C)(C)OC(=O)N1CCC2(CC1)C(C1=CC=CC=C1C2)=C